ClC1=C(C(=O)NCC(=O)N[C@@H](CC(C)C)B2OC([C@@H](O2)CC(=O)OCCOC(C[C@@H]2OB(OC2=O)[C@H](CC(C)C)NC(CNC(C2=C(C=CC(=C2)Cl)Cl)=O)=O)=O)=O)C=C(C=C1)Cl ethane-1,2-diyl bis(2-((S)-2-((R)-1-(2-(2,5-dichlorobenzamido) acetamido)-3-methylbutyl)-5-oxo-1,3,2-dioxaborolan-4-yl)acetate)